2-(Quinolin-6-yl)-N-(5-(1-(6-(2-(3-(trifluoromethoxy)phenyl)acetamido)pyridazin-3-yl)piperidin-4-yl)-1,3,4-thiadiazol-2-yl)acetamide N1=CC=CC2=CC(=CC=C12)CC(=O)NC=1SC(=NN1)C1CCN(CC1)C=1N=NC(=CC1)NC(CC1=CC(=CC=C1)OC(F)(F)F)=O